((3'-hydroxy-2,3,4,5-tetrahydro-[1,1'-biphenyl]-4-yl)methyl)-1-(((S)-oxetan-2-yl)methyl)-1H-benzo[d]imidazole-6-carboxylic acid methyl ester COC(=O)C=1C=CC2=C(N(C(=N2)CC2CCC(=CC2)C2=CC(=CC=C2)O)C[C@H]2OCC2)C1